(R)-4-{(R)-1-[7-(3,4,5-trimethoxy-phenyl)-[1,6]naphthyridin-5-yloxy]-ethyl}Pyrrolidin-2-one COC=1C=C(C=C(C1OC)OC)C1=NC(=C2C=CC=NC2=C1)O[C@H](C)[C@@H]1CC(NC1)=O